5-methoxy-2-(3-methyl-1H-indol-1-yl)aniline COC=1C=CC(=C(N)C1)N1C=C(C2=CC=CC=C12)C